C(C)OC(OCC)[SiH2]CCCN1C(NCC1)=O 1-[3-(diethoxymethylsilyl)propyl]-2-imidazolidinone